dimethyl-ditertiary butylammonium chloride [Cl-].C[N+](C(C)(C)C)(C(C)(C)C)C